ClC=1C=C(C=CC1F)NC(=O)C1=C(N=CN1C)C1CC2CC(CC2C1)(O)CP(=O)(C)C N-(3-chloro-4-fluorophenyl)-4-(5-((dimethylphosphoryl)methyl)-5-hydroxy-octahydropentalen-2-yl)-1-methyl-1H-imidazole-5-carboxamide